(S)-1-(2-(3-acetyl-5-(2-methylpyrimidin-5-yl)-1H-indazol-1-yl)acetyl)-N-(6-bromopyridin-2-yl)-4,4-difluoropyrrolidine-2-carboxamide C(C)(=O)C1=NN(C2=CC=C(C=C12)C=1C=NC(=NC1)C)CC(=O)N1[C@@H](CC(C1)(F)F)C(=O)NC1=NC(=CC=C1)Br